5-chloro-N-(3-hydroxy-2,2-dimethylpropyl)-7-(methylamino)pyrazolo[1,5-a]pyrimidine-3-carboxamide ClC1=NC=2N(C(=C1)NC)N=CC2C(=O)NCC(CO)(C)C